mercapto-2,5-diaminobenzene SC1=C(C=CC(=C1)N)N